azobis(2-methylpropionamidine) disulfate S(=O)(=O)(O)OS(=O)(=O)O.N(=NC(C(=N)N)(C)C)C(C(=N)N)(C)C